C1(CCCCCCCCCCC1)C1=CC=C(C=C1)N(C1=CC=2C(C3=CC=CC=C3C2C=C1)(C)C)C1=CC=C(C=C1)C1CCCCC1 N-(4-cyclododecylphenyl)-N-(4-cyclohexylphenyl)-9,9-dimethyl-9H-fluoren-2-amine